4-(7-morpholinoquinazolin-5-yl)oxycyclohexane hydrochloride Cl.O1CCN(CC1)C1=CC(=C2C=NC=NC2=C1)OC1CCCCC1